bis(4-aminophenoxy)diphenylmethane NC1=CC=C(OC(C2=CC=CC=C2)(C2=CC=CC=C2)OC2=CC=C(C=C2)N)C=C1